N[C@@H](CCCC)C(=O)O L-NorLeucin